COC1=CC=C(C=C1)CN(C1=NC=CC=C1C(C)NS(=O)C(C)(C)C)CC1=CC=C(C=C1)OC N-[1-[2-[bis[(4-methoxyphenyl)methyl]amino]-3-pyridyl]ethyl]-2-methyl-propane-2-sulfinamide